bis(tripropoxysilylethyl) pentasulfide C(CC)O[Si](OCCC)(OCCC)CCSSSSSCC[Si](OCCC)(OCCC)OCCC